tert-Butyl 4-[[2,6-difluoro-4-(trifluoromethyl)phenyl]methyl]piperidine-1-carboxylate FC1=C(C(=CC(=C1)C(F)(F)F)F)CC1CCN(CC1)C(=O)OC(C)(C)C